FC(C=1C(=C(C=CC1)[C@@H](C)NC=1C2=C(N=C(N1)C)N1C(C(=C2)C2=CCC3(OCCO3)CC2)=NN=C1)F)F (R)-N-(1-(3-(difluoromethyl)-2-fluorophenyl)ethyl)-2-methyl-6-(1,4-dioxaspiro[4.5]dec-7-en-8-yl)-[1,2,4]triazolo[4',3':1,6]pyrido[2,3-d]pyrimidin-4-amine